N-[2,4-difluoro-3-(5-methoxy-1H-pyrrolo[2,3-b]pyridine-3-carbonyl)phenyl]morpholine FC1=C(C=CC(=C1C(=O)C1=CNC2=NC=C(C=C21)OC)F)N2CCOCC2